2-(3-fluoro-5-(2-(2-fluoro-5-(trifluoromethoxy)benzyl)-2H-tetrazol-5-yl)phenyl)-2-hydroxy-propane-1-sulfonamide FC=1C=C(C=C(C1)C=1N=NN(N1)CC1=C(C=CC(=C1)OC(F)(F)F)F)C(CS(=O)(=O)N)(C)O